1-methyl-2-oxo-7-(2-oxopyrrolidin-1-yl)-4-{4-[4-(trifluoromethoxy)-phenoxy]piperidin-1-yl}-1,2-dihydroquinoline-3-carbonitrile CN1C(C(=C(C2=CC=C(C=C12)N1C(CCC1)=O)N1CCC(CC1)OC1=CC=C(C=C1)OC(F)(F)F)C#N)=O